4-(3-(trifluoromethyl)styryl)piperidine 2,2,2-trifluoroacetate FC(C(=O)O)(F)F.FC(C=1C=C(C=CC2CCNCC2)C=CC1)(F)F